N-(3-hydroxy-4-methoxyphenyl)acetamide OC=1C=C(C=CC1OC)NC(C)=O